6-Bromo-8-(trifluoromethyl)quinazolin-4-ol ethyl-8'-methyl-2'-[(pyridin-4-yl)methyl]-2',5'-dihydrospiro[cyclobutane-1,4'-furo[2,3-g]indazole]-7'-carboxylate C(C)C=1N(N=C2C3=C(CC4(C12)CCC4)OC(=C3C)C(=O)OC3=NC=NC4=C(C=C(C=C34)Br)C(F)(F)F)CC3=CC=NC=C3